5-((6-bromo-3-isopropyl-3H-imidazo[4,5-c]pyridin-4-yl)amino)-N-(1-(difluoromethyl)cyclopropyl)-3,4-difluorobenzamide BrC1=CC2=C(C(=N1)NC=1C(=C(C=C(C(=O)NC3(CC3)C(F)F)C1)F)F)N(C=N2)C(C)C